C1(=CC=CC=C1)[C@H](C)NC(=O)N1[C@H](CCC1)C(=O)OCC (R)-Ethyl 1-(((S)-1-phenylethyl)carbamoyl)pyrrolidine-2-carboxylate